C(C1=CC=CC=C1)N1C(C=2N(CC1)C1=C(N2)C=C(C=C1)C(=O)N1CC(CCC1)C)=O 2-benzyl-8-[(3-methyl-hexahydropyridin-1-yl)carbonyl]-1,2,3,4-tetrahydrobenzo[4,5]imidazo[1,2-a]pyrazin-1-one